FC=1C=C(C(=O)C2=CC=CC=C2)C=CC1 3-fluorobenzophenone